C(C)CC(CC(=O)[O-])=O.C(C)CC(CC(=O)[O-])=O.C(C)CC(CC(=O)[O-])=O.[Fe+3] iron (III) tris(ethylacetoacetate)